NC1=NC=CC=C1S(=O)(=O)NC(=O)C=1C(=NC(=CC1)N1N=C(C=C1)OCCOCC)N1C(C[C@@H](C1)C)(C)C N-[(2-Amino-3-pyridyl)sulfonyl]-6-[3-(2-ethoxyethoxy)pyrazol-1-yl]-2-[(4S)-2,2,4-trimethylpyrrolidin-1-yl]pyridin-3-carboxamid